ClC=1C2=CNN=C2C(=CC1)Cl 4,7-dichloro-2H-indazol